FC(CN1C(=NC=2C1=NC(=CC2)C=2C=CN1N=C(N=C(C12)NC)NC1CCC(CC1)(O)C)C)F trans-4-((5-(3-(2,2-Difluoroethyl)-2-methyl-3H-imidazo[4,5-b]pyridin-5-yl)-4-(methylamino)pyrrolo[2,1-f][1,2,4]triazin-2-yl)amino)-1-methylcyclohexan-1-ol